2-Methyl-5-((1-methylazetidin-2-yl)methoxy)-N-(1-(3-(thiophen-2-yl)naphthalen-1-yl)cyclopropyl)benzamide CC1=C(C(=O)NC2(CC2)C2=CC(=CC3=CC=CC=C23)C=2SC=CC2)C=C(C=C1)OCC1N(CC1)C